5,7-dihydroxy-3-(2-hydroxy-4-methoxyphenyl)-6-(3-methylbut-2-enyl)chromen-4-one OC1=C2C(C(=COC2=CC(=C1CC=C(C)C)O)C1=C(C=C(C=C1)OC)O)=O